S1C=NC2=C1C=CO2 furo[2,3-d]thiazole